2-(4-(trifluoromethyl)phenyl)pyrimidine-5-carbaldehyde FC(C1=CC=C(C=C1)C1=NC=C(C=N1)C=O)(F)F